5-(4-cyclohexylbutoxy)-6-acetamido-N-carboxymethyl-isoindoline-1,3-dione C1(CCCCC1)CCCCOC=1C=C2C(N(C(C2=CC1NC(C)=O)=O)CC(=O)O)=O